ClC=1C=C(N)C=C(C1OC=1C=C2C(=CC=NC2=CC1)CC)Cl 3,5-dichloro-4-((4-ethylquinolin-6-yl)oxy)aniline